(R)-1'-(6-amino-5-((2-amino-3-chloropyridin-4-yl)thio)pyrazin-2-yl)-4-methoxy-2,3-dihydrospiro[indene-1,4'-piperidin]-2-amine NC1=C(N=CC(=N1)N1CCC2(CC1)[C@@H](CC1=C(C=CC=C12)OC)N)SC1=C(C(=NC=C1)N)Cl